acetyl-α-D-glucopyranose C(C)(=O)[C@@]1(O)[C@H](O)[C@@H](O)[C@H](O)[C@H](O1)CO